CN1NC2=CC(=CC=C2C1=O)NC1=CC=C(C=C1)N1CCC(CC1)C 2-methyl-6-((4-(4-methylpiperidin-1-yl)phenyl)amino)-1,2-dihydro-3H-indazol-3-one